1-(2-{3,3-dimethyl-2-oxa-8-azaspiro[4.5]dec-8-yl}-3-fluorophenyl)ethan-1-one CC1(OCC2(C1)CCN(CC2)C2=C(C=CC=C2F)C(C)=O)C